FC1=CC=C(C=C1)S(=O)(=O)N1CC2=C(C1)C(NC2)C(=O)NCC2=CC=C(C=C2)OC 5-(4-Fluorobenzenesulfonyl)-N-[(4-methoxyphenyl)methyl]-1H,2H,3H,4H,5H,6H-pyrrolo[3,4-c]pyrrole-3-carboxamide